tert-Butyl (3R)-3-((5-(2-(4-bromo-6-methyl-1-(tetrahydro-2H-pyran-2-yl)-1H-indazol-5-yl)ethyl)oxazol-2-yl)((tert-butyldimethylsilyl)oxy)methyl)piperidine-1-carboxylate BrC1=C2C=NN(C2=CC(=C1CCC1=CN=C(O1)C([C@H]1CN(CCC1)C(=O)OC(C)(C)C)O[Si](C)(C)C(C)(C)C)C)C1OCCCC1